O1C(=NC2=C1C=CC=C2)C=2N=C(N(C(C2O)=O)C)N2[C@@H](C1=CC(=CC=C1CC2)C(=O)N(C)C)C=2N(C=CN2)C (S)-2-(4-(benzo[d]oxazol-2-yl)-5-hydroxy-1-methyl-6-oxo-1,6-dihydropyrimidin-2-yl)-N,N-dimethyl-1-(1-methyl-1H-imidazol-2-yl)-1,2,3,4-tetrahydroisoquinoline-7-carboxamide